sulfurous acid iron salt [Fe+2].S([O-])([O-])=O